N(C(=O)N)C=C(C(=O)[O-])C UREIDOMETHACRYLAT